4-((1-methylcyclopropyl)methyl)piperazine-2,6-dione, formic acid salt C(=O)O.CC1(CC1)CN1CC(NC(C1)=O)=O